NCCCC[C@@H](C(=O)NC1C(CCCC1)C(=O)N)NCC(CCC1=CC=CC=C1)CC1=CC=CC=C1 2-[(2S)-6-amino-2-(2-benzyl-4-phenylbutylamino)hexanamido]cyclohexane-1-carboxamide